FC1=C(C=C2C(=C(NC2=C1)C1=C2C(=NC=C1)NN=C2)C(C)C)C2CCN(CC2)CCCN(C)C 3-(4-(6-fluoro-3-isopropyl-2-(1H-pyrazolo[3,4-b]pyridin-4-yl)-1H-indol-5-yl)piperidin-1-yl)-N,N-dimethylpropan-1-amine